COC=1C=C2C(=CNC2=CC1)CCN1C[C@@H](CC1)OC (R)-5-methoxy-3-(2-(3-methoxypyrrolidin-1-yl)ethyl)-1H-indol